4-((1-((1H-indol-6-yl)sulfonyl)piperidin-4-yl)oxy)phenol N1C=CC2=CC=C(C=C12)S(=O)(=O)N1CCC(CC1)OC1=CC=C(C=C1)O